BrC1=CC(=C(C=C1F)NS(=O)(=O)C=1C=NN2C1C=CC(=C2)Cl)OC(F)F N-(4-bromo-2-(difluoromethoxy)-5-fluorophenyl)-6-chloropyrazolo[1,5-a]pyridine-3-sulfonamide